C(C)(=O)N1CCN(CC1)C1=NC=C(C=N1)CCC(=O)O 3-(2-(4-acetylpiperazin-1-yl)pyrimidin-5-yl)propionic acid